O=C1CC(CN1C1=NC2=CC=C(C=C2C(=C1)C1=CC=CC=C1)CCC1=CC=CC=C1)C(=O)OCC ethyl 5-oxo-1-(6-phenethyl-4-phenylquinolin-2-yl)pyrrolidine-3-carboxylate